The molecule is an ammonium ion that is obtained by protonation of both the tertiary amino group and the anilino nitrogen of metoclopramide. It is a conjugate acid of a metoclopramide(1+). CC[NH+](CC)CCNC(=O)C1=CC(=C(C=C1OC)[NH3+])Cl